4-Isopropyl-1-(2-methoxypyridin-4-yl)-2-methyl-1H-imidazol-5-amine C(C)(C)C=1N=C(N(C1N)C1=CC(=NC=C1)OC)C